[O-]S(=O)(=O)C(F)(F)F.F[N+]1=CC=C(C=C1)C 1-fluoro-4-methylpyridinium triflate